ClC=1C=CC=2N(C1)N=C(C2C(=O)OC)C2=NC(=CC=C2)C methyl 6-chloro-2-(6-methylpyridin-2-yl)pyrazolo[1,5-a]pyridine-3-carboxylate